(S)-1-(3-fluoromethylphenyl)ethanol FCC=1C=C(C=CC1)[C@H](C)O